NN1C(=NC(=C1C(=O)O)C1=CC=C(C=C1)CNC(C1=C(C=CC(=C1)F)OC)=O)C1CCC(CC1)OC 1-amino-4-(4-((5-fluoro-2-methoxybenzamido)methyl)phenyl)-2-((1R,4R)-4-methoxycyclohexyl)-1H-imidazole-5-carboxylic acid